N-(6-Chloro-2-isopropyl-4-oxo-4H-quinazolin-3-yl)-2-(3-fluoro-phenyl)-propionamide ClC=1C=C2C(N(C(=NC2=CC1)C(C)C)NC(C(C)C1=CC(=CC=C1)F)=O)=O